C(CCCCCCCCCCC)(=O)N[C@@H](CCCCN)C(=O)O monolauroyl-lysine